C(C)(C)(C)OC(=O)N1C(C(C[C@@H]1CCO[Si](C)(C)C(C)(C)C)(CC)CC)=O (R)-5-(2-((tert-Butyldimethylsilyl)oxy)ethyl)-3,3-diethyl-2-oxopyrrolidine-1-carboxylic acid tert-butyl ester